3-iodo-2-naphthylquinolin-4(1H)-one IC=1C(=CC2=CC=CC=C2C1)N1C=CC(C2=CC=CC=C12)=O